C(C)(C)(C)OC(=O)N1C(CNCC1)C1=C(C(N(C2=NC(=C(C=C12)Cl)Cl)C=1C(=NC=CC1C)C(C)C)=O)C#N (6,7-dichloro-3-cyano-1-(2-isopropyl-methylpyridin-3-yl)-2-oxo-1,2-dihydro-1,8-naphthyridin-4-yl)piperazine-1-carboxylic acid tert-butyl ester